C1(CCCCC1)CC(C(=O)C1=CC=C(C=C1)C1=CC(C(C=C1)(C1=CC=CC=C1)C(C(=O)OCC)=O)F)=NOC(C)=O 4-(3-cyclohexyl-2-acetoxyiminopropionyl)-3'-fluoro-4'-(2-ethoxy-2-oxoacetyl)-p-terphenyl